[C@@H]12N(C[C@@H](NC1)CC2)C=2N=C1C(=NC2)N=C(C=C1)SC1=C(C(=NC=C1)N)Cl 4-((2-((1S,4S)-2,5-diazabicyclo[2.2.2]octan-2-yl)pyrido[2,3-b]pyrazin-6-yl)thio)-3-chloropyridin-2-amine